[Er].[Ni].[Sb].[Sn] tin antimony nickel erbium